5-ethyl-5-phenyl-1-methyl-2,4,6(1H,3H,5H)-pyrimidinetrione C(C)C1(C(NC(N(C1=O)C)=O)=O)C1=CC=CC=C1